C1(CC1)C(CO)NC(=O)C=1C(N(N=C(C1)C1=CC=C(C=C1)C(F)F)C=1C=NC=CC1)=O N-(1-cyclopropyl-2-hydroxyethyl)-6-[4-(difluoromethyl)phenyl]-3-oxo-2-(pyridin-3-yl)-2,3-dihydropyridazine-4-carboxamide